FC(C1=NN=C(O1)C1=CC=2N(C=C1)C=C(N2)CNC21CC3CC(CC(C2)C3)C1)F (3s,5s,7s)-N-((7-(5-(difluoromethyl)-1,3,4-oxadiazol-2-yl)imidazo[1,2-a]pyridin-2-yl)methyl)adamantane-1-amine